4-[(3-phenyl-isoxazol-5-yl)-methylamino]-thiophene C1(=CC=CC=C1)C1=NOC(=C1)N(C=1C=CSC1)C